(1R,4r)-1-methyl-4-((R)-4-methyl-3-((S)-1,1,1-trifluoro-2-hydroxypropan-2-yl)-4,5-dihydro-6H-isoxazolo[5,4-e]indazol-6-yl)cyclohexane CC1CCC(CC1)N1N=CC=2C3=C([C@@H](CC12)C)C(=NO3)[C@](C(F)(F)F)(C)O